C(C=C)(=O)OOC1=C(C(=O)C2=CC=C(C=C2)OC)C=CC=C1 acryloxyoxy-4'-methoxybenzophenone